CN(C=1SC(=C(N1)C1=NC(=CC=C1)C)OC1=CC(=NC=C1)NC1=C(C=CC=C1)S(=O)(=O)N)C ((4-((2-(dimethylamino)-4-(6-methylpyridin-2-yl)thiazol-5-yl)oxy)pyridin-2-yl)amino)benzenesulfonamide